FC1=C(C(=C(C(=C1F)F)F)F)CCCCCCCCCCCCCCCCCN 2,3,4,5,6-pentafluorobenzeneheptadecanamine